N-(4-fluorophenyl)-3-(4-(4-(2-hydroxypropan-2-yl)-6-(trifluoromethyl)pyridin-3-yl)phenyl)oxetane-3-carboxamide FC1=CC=C(C=C1)NC(=O)C1(COC1)C1=CC=C(C=C1)C=1C=NC(=CC1C(C)(C)O)C(F)(F)F